ClC(C=1N=C(SC1)NC1=CC=CC=C1)(F)F 4-(chlorodifluoromethyl)-N-phenylthiazole-2-amine